OC1CCN(CCC1)C1=CC2=C(CC(O2)(C)C)C=C1NC(=O)C=1C=NN2C1N=CC=C2 N-(6-(4-hydroxyazepan-1-yl)-2,2-dimethyl-2,3-dihydrobenzo-furan-5-yl)pyrazolo[1,5-a]pyrimidine-3-carboxamide